5-(2-nitrophenyl)-2-(4-(trifluoromethyl)phenyl)Oxazole-4-carboxylic acid amide [N+](=O)([O-])C1=C(C=CC=C1)C1=C(N=C(O1)C1=CC=C(C=C1)C(F)(F)F)C(=O)N